(4-(4-fluoro-2,6-dimethylphenoxy)-3-(5-iodo-4-methoxy-1-methyl-6-oxo-1,6-dihydropyridin-3-yl) phenyl) propan-2-ylacetate CC(C)CC(=O)OC1=CC(=C(C=C1)OC1=C(C=C(C=C1C)F)C)C1=CN(C(C(=C1OC)I)=O)C